4,4'-(Benzo[c][1,2,5]thiadiazole-4,7-diyl)dibenzoic acid N=1SN=C2C1C(=CC=C2C2=CC=C(C(=O)O)C=C2)C2=CC=C(C(=O)O)C=C2